C(C=CCCCCCCCCCCCC)=O 8Z-pentadecanenal